6-chloro-5-(1-(4-fluorophenyl)ethyl)pyrazine-2-carboxamide ClC1=C(N=CC(=N1)C(=O)N)C(C)C1=CC=C(C=C1)F